N-(4-(cyclohex-1-en-1-yl)-6-(4-((1-methylpiperidin-4-yl)amino)-1-(2,2,2-trifluoroethyl)-1H-indol-2-yl)pyrimidin-2-yl)acetamide C1(=CCCCC1)C1=NC(=NC(=C1)C=1N(C2=CC=CC(=C2C1)NC1CCN(CC1)C)CC(F)(F)F)NC(C)=O